ClC1=C(C=C(C=C1)[C@H](C(=O)N1CCN(CC1)C=1C2=C(N=CN1)[C@@H](C[C@H]2C)O)CN2CCC(CC2)O)F (S)-2-(4-chloro-3-fluorophenyl)-1-(4-((5R,7R)-7-hydroxy-5-methyl-6,7-dihydro-5H-cyclopenta[d]pyrimidin-4-yl)piperazin-1-yl)-3-(4-hydroxypiperidin-1-yl)propan-1-one